OC=1C(=C(C(=C(C(=O)O)O)O)C=CC1)O tetrahydroxycinnamic acid